C(C)OC(=O)C=1N=C(SC1CCCOC1=CC=CC=C1)N(C)C=1N=NC(=C(C1)C)NC=1SC2=C(N1)C=CC=C2 ({6-[(1,3-benzothiazol-2-yl)amino]-5-methylpyridazin-3-yl}(methyl)amino)-5-(3-phenoxypropyl)-1,3-thiazole-4-carboxylic acid ethyl ester